C(C1=CC=CC=C1)NC1=NC=C(C=N1)C(=O)NN 2-(Benzylamino)pyrimidine-5-carbohydrazide